C(C)OC1=C(C(=O)O)C(=CC=C1)[N+](=O)[O-] 2-Ethoxy-6-nitrobenzoic acid